CN1N=CC(=C1)C1=CC=C(C=C1)CNC1=NC=NC(=C1)C1=CN=C2N1C=CC(=C2)OC[C@H]2N(CCOC2)C N-{[4-(1-methyl-1H-pyrazol-4-yl)phenyl]methyl}-6-(7-{[(3S)-4-methylmorpholin-3-yl]methoxy}imidazo[1,2-a]pyridin-3-yl)pyrimidin-4-amine